(E)-1,3-dihydro-6-methoxy-3-(3,4,5-trimethoxybenzylidene)-1H-indol-2-one COC1=CC2=C(C=C1)/C(=C\C3=CC(=C(C(=C3)OC)OC)OC)/C(=O)N2